CC(C)OC(CCCS(=O)(=O)C)=O 4-(methylsulfonyl)-butyric acid 1-methylethyl ester